5-oxo-6E,8Z,11Z-eicosatrienoic acid CCCCCCCC/C=C\C/C=C\C=C/C(=O)CCCC(=O)O